2,3-dicyanodipyrido[3,2-f:2',3'-h]quinoxaline C(#N)C1=NC2=C3C(=C4C(=C2N=C1C#N)C=CC=N4)N=CC=C3